methyl 4-[5-(3,3-difluoroazetidin-1-yl)-3-[(3-fluoro-5-methanesulfonylphenyl) methoxy]pyridin-2-yl]-5-methylthiophene-2-carboxylate FC1(CN(C1)C=1C=C(C(=NC1)C=1C=C(SC1C)C(=O)OC)OCC1=CC(=CC(=C1)S(=O)(=O)C)F)F